The molecule is a polyprenyl phospho oligosaccharide consisting of undecaprenyl diphosphate and alpha-D-rhamnosyl-(1->4)-N-acetyl-D-glucosamine components connected by a glycosyl diphosphate linkage. It is a conjugate acid of an alpha-D-rhamnosyl-(1->4)-N-acetyl-D-glucosaminyl undecaprenyl diphosphate(2-). C[C@@H]1[C@H]([C@@H]([C@@H]([C@H](O1)O[C@@H]2[C@H](OC([C@@H]([C@H]2O)NC(=O)C)OP(=O)(O)OP(=O)(O)OC/C=C(/C)\\CC/C=C(/C)\\CC/C=C(/C)\\CC/C=C(/C)\\CC/C=C(/C)\\CC/C=C(/C)\\CC/C=C(/C)\\CC/C=C(/C)\\CC/C=C(\\C)/CC/C=C(\\C)/CCC=C(C)C)CO)O)O)O